C[C@@H]1C(CC[C@@]2(C=3CC[C@@]4(C(CCC4C3CCC12)C(C)CCC=C(C)C)C)C)=O (4S,10S,13R)-4,10,13-trimethyl-17-(6-methylhept-5-en-2-yl)-1,2,4,5,6,7,11,12,14,15,16,17-dodecahydrocyclopenta[a]phenanthren-3-one